O[C@H]1O[C@@H]([C@H]([C@@H]([C@H]1NC(C)=O)O)O)CO N-((2S,3R,4R,5S,6R)-2,4,5-trihydroxy-6-(hydroxymethyl)tetrahydro-2H-pyran-3-yl)acetamide